C(C)(C)(C)OC(NCCNC(C1(CN=CC=C1)C=1C=NC(=C(C1)NS(=O)(=O)C1=CC=CC=C1)Cl)=O)=O 2-(3-(6-chloro-5-(phenylsulfonylamino)pyridin-3-yl)nicotinamido)Ethyl-carbamic acid Tert-butyl ester